O[C@@H](COC1=CC=C(C=C1)C=1C=C(C=2N=CN=C(C2N1)N[C@@H]1CNCCC1)C(=O)N)C 6-(4-((R)-2-hydroxypropoxy)phenyl)-4-(((S)-piperidin-3-yl)amino)pyrido[3,2-d]pyrimidine-8-carboxamide